CC1N(CC2(CCC2)C1)S(=O)(=O)C=1C=C(SC1)C#N 4-((7-methyl-6-azaspiro[3.4]octan-6-yl)sulfonyl)thiophene-2-carbonitrile